CN1C(=NN=C1)C=1C=C2C=C(N=CC2=CC1)NC(=O)C1CCN(CC1)CCC(F)(F)F N-(6-(4-methyl-4H-1,2,4-triazol-3-yl)isoquinolin-3-yl)-1-(3,3,3-trifluoropropyl)piperidine-4-carboxamide